P(=O)(OCC)(OCC)OCS(=O)(=N)C1=C(C=CC=C1)F diethyl ((2-fluorophenylsulfonimidoyl) methyl) phosphate